1-methyl-N-[6-(trifluoromethyl)-1,3-benzothiazol-2-yl]cyclopentane-1-carboxamide CC1(CCCC1)C(=O)NC=1SC2=C(N1)C=CC(=C2)C(F)(F)F